CC1=NOC(=C1C=1C=C2C(=NC(=NC2=CC1)C(=O)NCC1=CN=CN1C)N1[C@H](COCC1)C1=CC=CC=C1)C (S)-6-(3,5-dimethylisoxazol-4-yl)-N-((1-methyl-1H-imidazol-5-yl)methyl)-4-(3-phenylmorpholino)quinazoline-2-carboxamide